C(C1=CC=CC=C1)OC(CC=O)=O 3-oxopropionic acid benzyl ester